diisopropyl (6-((tertbutyldimethylsilyl)oxy)-5,6,7,8-tetrahydronaphthalen-2-yl)boronate C(C)(C)(C)[Si](OC1CC=2C=CC(=CC2CC1)B(OC(C)C)OC(C)C)(C)C